NC1=NC=C(C=N1)C#CC=1C=C(C(NC1)=O)N1N=C2C(=N1)CCC2C2=CC=CC=C2 5-((2-aminopyrimidin-5-yl)ethynyl)-3-(4-phenyl-5,6-dihydrocyclopenta[d][1,2,3]triazol-2(4H)-yl)pyridine-2(1H)-one